(S)-(9-amino-4-ethyl-8-fluoro-4-hydroxy-3,14-dioxo-3,4,12,14-tetrahydro-1H-pyrano[3',4':6,7]indolizino[1,2-b]quinolin-11-yl)methylcarbamate NC1=CC=2C(=C3C(=NC2C=C1F)C1=CC2=C(C(N1C3)=O)COC([C@]2(O)CC)=O)CNC([O-])=O